7-bromo-2-methyl-5H-pyrido[4,3-b]indol-2-ium BrC=1C=CC=2C3=C(NC2C1)C=C[N+](=C3)C